ethyl 2-(4-(4-(difluoromethyl)pyridin-3-yl)cyclohex-3-en-1-yl)acetate FC(C1=C(C=NC=C1)C1=CCC(CC1)CC(=O)OCC)F